(2S)-1-(2-((SR)-3-cyclopropyl-5-isopropyl-2,4-dioxoimidazolidin-1-yl)-5,6-dihydrobenzo[f]imidazo[1,2-d][1,4]oxazepin-9-yl)pyrrolidine-2-carboxamide C1(CC1)N1C(N([C@H](C1=O)C(C)C)C=1N=C2N(CCOC3=C2C=CC(=C3)N3[C@@H](CCC3)C(=O)N)C1)=O |&1:6|